(R)-3-(3-amino-1-(2-((6-amino-9H-purin-9-yl)methyl)-5-chloro-3-ethylphenyl)pyrrolidin-3-yl)-N-ethylpropionamide N[C@]1(CN(CC1)C1=C(C(=CC(=C1)Cl)CC)CN1C2=NC=NC(=C2N=C1)N)CCC(=O)NCC